(3AR,4S,7R,7AS)-4,7-methylene-1H-isoindole-1,3(2H)-dione C1C2=C3C(NC(C3=C1C=C2)=O)=O